BrC=1C=C(C=CC1)S(=O)(=O)[O-] m-bromobenzenesulfonate